FC(C1=NOC(=N1)CC(C(=O)OC(C)(C)C)=C)(C1=CC=C(C=C1)OC(F)(F)F)F tert-butyl 2-((3-(difluoro(4-(trifluoromethoxy)phenyl)methyl)-1,2,4-oxadiazol-5-yl)methyl)acrylate